C12OCC(N(C1)C(=O)C=1N=C(OC1)CCC(=O)OCC)C2 ethyl 3-(4-(2-oxa-5-azabicyclo[2.2.1]heptane-5-carbonyl)oxazol-2-yl)propanoate